N2,N3-bis(3,4-dichlorophenyl)quinoxaline-2,3,6-triamine ClC=1C=C(C=CC1Cl)NC1=NC2=CC=C(C=C2N=C1NC1=CC(=C(C=C1)Cl)Cl)N